NC=1C=C(C=C(C1)C(F)(F)F)[C@@H](C)NC1=NC(=NC2=CC(=C(C=C12)N1CCN(CC1)CC)C)Cl (R)-N-(1-(3-amino-5-(trifluoromethyl)phenyl)ethyl)-2-chloro-6-(4-ethylpiperazin-1-yl)-7-methylquinazolin-4-amine